N-(5-(2-((S)-1-cyclopropylethyl)-7-(ethylsulfinyl)-1-oxoisoindolin-5-yl)-4-methylthiazol-2-yl)acetamide C1(CC1)[C@H](C)N1C(C2=C(C=C(C=C2C1)C1=C(N=C(S1)NC(C)=O)C)S(=O)CC)=O